C(C)C(C(=O)O)CCCC.C(C)(C)(C)OOC(C)(C)C t-butyl peroxide 2-ethylhexanoate